O1C(OCC1)N1C(=CC(CC1)C(F)(F)F)C=1C=NC=CC1 (1,3-dioxolan-2-yl)-4-(trifluoromethyl)-1,4,5,6-tetrahydro-2,3'-bipyridine